CC=1C=C(CN2CCCC2)C=CC1 1-(3-methylbenzyl)pyrrolidin